C(C)NC(C)C N-ethyl-isopropyl-amine